2-bromo-1-(piperidin-1-yl)ethan-1-one BrCC(=O)N1CCCCC1